tri(trifluoroethyl)phosphate FC(COP(=O)(OCC(F)(F)F)OCC(F)(F)F)(F)F